5-chloro-3-[4-chloro-6-(3,6-diazabicyclo[3.1.1]heptan-3-yl)-2-pyridyl]pyrazolo[1,5-a]pyridine ClC1=CC=2N(C=C1)N=CC2C2=NC(=CC(=C2)Cl)N2CC1NC(C2)C1